The molecule is a beta-farnesene in which the double bond at position 6-7 has E configuration. It is the major or sole alarm pheromone in most species of aphid. It has a role as an alarm pheromone and a metabolite. CC(=CCC/C(=C/CCC(=C)C=C)/C)C